tert-Butyl 3-isopropyl-3,8-diazabicyclo[3.2.1]octane-8-carboxylate C(C)(C)N1CC2CCC(C1)N2C(=O)OC(C)(C)C